2-(2-(ethylsulfonylamino)thiazol-4-yl)-2-methyl-N-(5'-(trifluoromethyl)-[3,3'-bipyridin]-6-yl)propanamide C(C)S(=O)(=O)NC=1SC=C(N1)C(C(=O)NC1=CC=C(C=N1)C=1C=NC=C(C1)C(F)(F)F)(C)C